3,4-dihydroxy-1-methylquinolin-2(1h)-one OC=1C(N(C2=CC=CC=C2C1O)C)=O